NC1=C(C=C(C=N1)C=1C=C2N(N1)CCC21CN(CC1)C(=O)N[C@H]1CCC2=CC=CC=C12)C(F)(F)F 2'-[6-amino-5-(trifluoromethyl)pyridin-3-yl]-N-[(1S)-2,3-dihydro-1H-inden-1-yl]-5',6'-dihydrospiro[pyrrolidine-3,4'-pyrrolo[1,2-b]pyrazole]-1-carboxamide